FC1CC(C1)N1C=C2C(N=C(N=C2N[C@H](C)C2=CC(=CC=C2)S(F)(F)(F)(F)F)C)=CC1=O 6-((1r,3R)-3-fluorocyclobutyl)-2-methyl-4-(((R)-1-(3-(pentafluorosulfanyl)phenyl)ethyl)amino)pyrido[4,3-d]pyrimidin-7(6H)-one